CN1C(=NN=N1)SCC2=C(N3[C@@H]([C@@H](C3=O)NC(=O)[C@@H](C4=CC=CC=C4)OC=O)SC2)C(=O)O The molecule is a cephalosporin compound having (R)-O-formylmandelamido and N-methylthiotetrazole side groups. It is used (as the sodium salt) as a progrug for cefamandole. It has a role as an antibacterial agent and a prodrug. It is a cephalosporin and a formate ester. It derives from a cefamandole. It is a conjugate acid of an O-formylcefamandole(1-).